N-(2-(1-phenylspiro[3.5]non-1-en-2-yl)phenyl)acetamide C1(=CC=CC=C1)C1=C(CC12CCCCC2)C2=C(C=CC=C2)NC(C)=O